BrC1=C(C(=CC(=C1)C(C(F)(F)F)(C(F)(F)F)F)C(F)(F)F)NC(C1=C(C(=CC=C1)N1OCC2=C(C1=O)C=CC(=C2)C#N)F)=O N-(2-bromo-4-(perfluoropropan-2-yl)-6-(trifluoromethyl)phenyl)-2-fluoro-3-(7-cyano-4-oxo-1,4-dihydro-3H-benzo[d][1,2]oxazin-3-yl)benzamide